NC=1N=C(SC1C(C1=CC=CC=C1)=O)N(C1=CC(=C(C=C1)Cl)F)C(C(=O)N)C (N-(4-Amino-5-benzoylthiazol-2-yl)-4-chloro-3-fluoroanilino)propanamid